[Si](C)(C)(C(C)(C)C)OC[C@](CCCC)(C)NC1=CC(=NC2=CC(=CN=C12)C)NCC1=C(C=C(C=C1)OC)OC (R)-N4-(1-((tert-butyldimethylsilyl)oxy)-2-methylhex-2-yl)-N2-(2,4-dimethoxybenzyl)-7-methyl-1,5-naphthyridine-2,4-diamine